CC1(C(C1(C)C)C(=O)OC)C Methyl 2,2,3,3-tetramethylcyclopropanecarboxylate